CN1C(C=NC(=C1)COC=1C=CC2=C(N=C(O2)C=2C=NC=CC2)C1)=O 1-methyl-5-({[2-(pyridin-3-yl)-1,3-benzoxazol-5-yl]oxy}methyl)-1,2-dihydropyrazin-2-one